FC=1C=C(C=CC1)C1=CC(=C(N=N1)N=CN(C)C)C N'-(6-(3-fluorophenyl)-4-methylpyridazin-3-yl)-N,N-dimethylformamidine